3-(5-((7-(((1s,3s)-adamantan-1-yl)amino)heptyl)oxy)-2-methyl-4-oxoquinazolin-3(4H)-yl)piperidine-2,6-dione C12(CC3CC(CC(C1)C3)C2)NCCCCCCCOC2=C3C(N(C(=NC3=CC=C2)C)C2C(NC(CC2)=O)=O)=O